bicyclo[2.2.1]heptane-2-ene C12C=CC(CC1)C2